ClC1=C2C=C(N(C2=CC=C1Cl)C)C(=O)N[C@@]1(COCC1)C1=CC=C(C=C1)\C(=C\OC)\C1CC1 |r| (±)-4,5-dichloro-N-[3-[4-[(E)-1-cyclopropyl-2-methoxy-vinyl]phenyl]tetrahydrofuran-3-yl]-1-methyl-indole-2-carboxamide